Cl.N[C@H](C(=O)O)CC1=CC=C(C=C1)C1=NOC(=N1)C=1C=C(C(=CC1)OC)C1=CC=C(C=C1)OC (S)-2-amino-3-(4-(5-(4',6-dimethoxybiphenyl-3-yl)-1,2,4-oxadiazol-3-yl)phenyl)propanoic acid hydrochloride